CC1=NN=C(O1)CN1N=CC2=CC=CC=C12 1-((5-methyl-1,3,4-oxadiazol-2-yl)methyl)-1H-indazole